C1(CCC1)CNC=1C2=C(N=C(N1)NC1=C(C=C(C=C1)N1C(CCC1)=O)OC)NC=C2C#N 4-((cyclobutylmethyl)amino)-2-((2-methoxy-4-(2-oxopyrrolidin-1-yl)phenyl)amino)-7H-pyrrolo[2,3-d]pyrimidine-5-carbonitrile